(R)-3-(4-cyanophenethyl)-1-(2-(pyridin-2-yl)propan-2-yl)-N-(1-(trifluoromethyl)cyclopropyl)pyrrolidine-3-carboxamide C(#N)C1=CC=C(CC[C@@]2(CN(CC2)C(C)(C)C2=NC=CC=C2)C(=O)NC2(CC2)C(F)(F)F)C=C1